C(C)C(CC(C(CCCC)CC)P(O)(O)=O)CCCC.C(C)C(CP(OCC(CCCC)CC)(O)=O)CCCC mono-2-ethylhexyl (2-Ethylhexyl)phosphonate (mono-2-ethylhexyl(2-ethylhexyl)phosphonate)